CC1=C(C=CC(=C1)C1(CC(=C(C2=CC=CC=C12)NC(C(F)(F)F)=O)\N=N\[H])S(=O)(=O)O)C1=C(C=C(C=C1)C1(CC(=C(C2=CC=CC=C12)NC(C(F)(F)F)=O)\N=N\[H])S(=O)(=O)O)C 1,1'-(2,2'-dimethyl[1,1'-biphenyl]-4,4'-diyl)bis{4-trifluoroacetylamino-3-[(E)-diazenyl]naphthalene-1-sulfonic acid}